sodium hydroxide bromosalicylate BrOC=1C(C(=O)O)=CC=CC1.[OH-].[Na+]